NC1=C(C=NN1C1=C(C=C(C=C1)Cl)Cl)C(=O)N1C[C@@]2(CCC1)C1=C(NC(O2)=O)C=CC(=C1F)Cl (R)-1'-(5-Amino-1-(2,4-dichlorophenyl)-1H-pyrazole-4-carbonyl)-6-chloro-5-fluorospiro[benzo[d][1,3]oxazine-4,3'-piperidin]-2(1H)-one